ClC=1C=C(C=CC1F)NC(N(CC1=NN=C2N1CCCCC2)C=2C=NC(=CC2)OC)=O 3-(3-Chloro-4-fluorophenyl)-1-(6-methoxypyridin-3-yl)-1-((6,7,8,9-tetrahydro-5H-[1,2,4]triazolo[4,3-a]azepin-3-yl)methyl)urea